C(=O)O.N[C@H]1CN(CC1)C(=O)N1CCN(CC1)C(=O)C1=C(C=C(C=C1)NC=1C=2N(C=CN1)C(=CN2)C=2C(=NNC2)C(F)(F)F)Cl [4-[(3R)-3-aminopyrrolidine-1-carbonyl]piperazin-1-yl]-[2-chloro-4-[[3-[3-(trifluoromethyl)-1H-pyrazol-4-yl]imidazo[1,2-a]pyrazin-8-yl]amino]phenyl]methanone formate